((S)-2-hydroxy-3-(3-((1-(hydroxymethyl) cyclopropyl) sulfonyl) phenoxy) propyl) carbamate C(N)(OC[C@H](COC1=CC(=CC=C1)S(=O)(=O)C1(CC1)CO)O)=O